N[C@H](C(=O)N1[C@@H]([C@H]2C([C@H]2C1)(C)C)C(=O)OC)CC(F)F methyl (1R,2S,5S)-3-[(2S)-2-amino-4,4-difluoro-butanoyl]-6,6-dimethyl-3-azabicyclo[3.1.0]hexane-2-carboxylate